OCCOC=1C=C2C=CC=C(C2=CC1)C=O 6-(2-hydroxyethoxy)naphthal